2-[(1R,3R)-3-[(2S,3S)-2-{[(2R,4R)-1-[(tert-Butoxy)carbonyl]-4-methylpiperidin-2-yl]formamido}-N-hexyl-3-methylpentanamido]-1-hydroxy-4-methylpentyl]-1,3-thiazole-4-carboxylic acid C(C)(C)(C)OC(=O)N1[C@H](C[C@@H](CC1)C)C(=O)N[C@H](C(=O)N(CCCCCC)[C@H](C[C@@H](O)C=1SC=C(N1)C(=O)O)C(C)C)[C@H](CC)C